Cl.CO[C@H]([C@H](N)C(=O)OCC1=CC(=NC(=C1)Cl)Cl)C (2,6-Dichloropyridin-4-yl)methyl O-methyl-L-allothreoninate hydrochloride